COC1=CC=NC=C1C#CC1=C(C=CC=C1)NS(=O)(=O)C=1C=CC=C2C=CC=NC12 4-Methoxy-5-{2-[2-(chinolin-8-sulfonamido)phenyl]ethynyl}pyridin